perfluoro-butyric acid FC(C(=O)O)(C(C(F)(F)F)(F)F)F